4-decylacetone CCCC(CCCCCC)CC(C)=O